3-methyltridec-5-en-1-yl acetate C(C)(=O)OCCC(CC=CCCCCCCC)C